CN1CC(C1)C=1OC(=NN1)[C@@]12CN(C[C@]2(C1)C(F)(F)F)C1=C2C=CC=NC2=C(C=C1)C(F)(F)F 2-(1-methylazetidin-3-yl)-5-((1S,5R)-5-(trifluoromethyl)-3-(8-(trifluoromethyl)quinolin-5-yl)-3-azabicyclo[3.1.0]hexan-1-yl)-1,3,4-oxadiazole